CC(C)(C)C=1C=C(C=C(C1O)C(C)(C)C)CCC(=O)N 3,5-bis(1,1-dimethylethyl)-4-hydroxy-benzenepropanamide